6-(5-bromo-6-chloro-4-fluoropyridin-2-yl)-N2,N4-bis(1,1,1-trifluoroprop-2-yl)-1,3,5-triazine-2,4-diamine BrC=1C(=CC(=NC1Cl)C1=NC(=NC(=N1)NC(C(F)(F)F)C)NC(C(F)(F)F)C)F